2-((6aR,8R)-6a-ethyl-8-((5-fluoro-6-vinylpyridin-3-yl)oxy)-5,6,6a,7,8,9-hexahydropyrrolo[1',2':4,5]pyrazino[2,3-c]pyridazin-2-yl)-6-fluorophenol C(C)[C@]12N(C=3C(=NN=C(C3)C3=C(C(=CC=C3)F)O)NC1)C[C@@H](C2)OC=2C=NC(=C(C2)F)C=C